CSC1=CC=C(C=C1)[N+]1=CSC2=C1C=CC=C2 N-(4-methylthiophenyl)benzothiazolium